C(C)OC(=O)C1CC(C1)N1N=C(C(=C1N)C(N)=O)C1=CC=C2C=CC(=NC2=C1)C1=CC=CC=C1 (1s,3s)-3-(5-amino-4-carbamoyl-3-(2-phenylquinolin-7-yl)-1H-pyrazol-1-yl)cyclobutane-1-carboxylic acid ethyl ester